NCC1=C(N=NC(=C1)N1C=NC=C1)C(=O)NC1=C(C(=O)OC)C=C(C(=C1)F)F methyl 2-(4-(aminomethyl)-6-(1H-imidazol-1-yl) pyridazine-3-carboxamido)-4,5-difluorobenzoate